C(C)(C)NC(O[C@H]1C[C@H](CC1)C1=CC(=NN1)NC(=O)C1=CC(=NN1C)C1=C(C(=CC=C1)C#C[Si](C)(C)C)C=O)=O (1R,3S)-3-(3-(3-(2-formyl-3-((trimethylsilyl)ethynyl)phenyl)-1-methyl-1H-pyrazole-5-carboxamido)-1H-pyrazol-5-yl)cyclopentyl isopropylcarbamate